F[C@H]1CN(CC[C@H]1NC=1C=2C=C(N(C2C=CC1)CC(F)(F)F)C=1OC(=NN1)CNC1=CC(=CC=C1)S(=O)(=O)C)C |r| (+/-)-N-((3S,4R)-3-fluoro-1-methylpiperidin-4-yl)-2-(5-(((3-(methyl-sulfonyl)phenyl)amino)methyl)-1,3,4-oxadiazol-2-yl)-1-(2,2,2-trifluoroethyl)-1H-indol-4-amine